N-(3,5-difluoro-4-((1-methylpiperidin-4-yl)methoxy)phenyl)-4-(3-phenylisoxazolidine-2-yl)-5-(trifluoromethyl)pyrimidin-2-amine FC=1C=C(C=C(C1OCC1CCN(CC1)C)F)NC1=NC=C(C(=N1)N1OCCC1C1=CC=CC=C1)C(F)(F)F